2-fluoro-4-(3-fluoro-5-(trifluoromethyl)benzyl)pyridine FC1=NC=CC(=C1)CC1=CC(=CC(=C1)C(F)(F)F)F